F[C@@]1([C@@H](O[C@@H]([C@H]1O)CO)N1C(=O)N=C(N)C=C1)O 2'-Fluoro-cytidine